N-[2-(benzylamino)-2-oxo-1-phenylethyl]-N-(2,3-dichlorophenyl)prop-2-ynamide C(C1=CC=CC=C1)NC(C(C1=CC=CC=C1)N(C(C#C)=O)C1=C(C(=CC=C1)Cl)Cl)=O